(2R,4S)-1-tert-butoxycarbonyl-4-(trifluoromethyl)pyrrolidine-2-carboxylic acid C(C)(C)(C)OC(=O)N1[C@H](C[C@@H](C1)C(F)(F)F)C(=O)O